[Cl-].[Cl-].C1(=CC=CC=C1)[SiH](C1=CC=CC=C1)[Zr+2](C1(C=CC=C1)C)C1(C=CC=C1)C Diphenylsilylbis(methylcyclopentadienyl)zirconium dichloride